4-(4-(benzyloxy)-3,3-difluorobutyl)-2-isopropylpyridin-3-amine C(C1=CC=CC=C1)OCC(CCC1=C(C(=NC=C1)C(C)C)N)(F)F